5-[5-[(1R)-1-(3,5-Dichloro-4-pyridyl)ethoxy]-1H-indazol-3-yl]-3-(2,2,2-trifluoroethoxy)pyridin-2-amine ClC=1C=NC=C(C1[C@@H](C)OC=1C=C2C(=NNC2=CC1)C=1C=C(C(=NC1)N)OCC(F)(F)F)Cl